C(C)(C)(C)OC(O)N1CC(C(C1)C)CO tert-butoxy[3-(hydroxymethyl)-4-methylpyrrolidin-1-yl]methanol